C1(=CC=CC=C1)N(C(=S)N)C1=CC=CC=C1 1,1-diphenyl-2-thiourea